[Al].[W] tungsten-aluminium